tert-Butyl (4-(3-((4R,Z)-9-amino-4-((4-hydroxybenzyl)carbamoyl)-2,11,16-trioxo-1-phenyl-3,8,10,12,15-pentaazaoctadec-9-en-1-yl)phenoxy)butyl)carbamate N/C(/NCCC[C@@H](NC(C(C1=CC=CC=C1)C=1C=C(OCCCCNC(OC(C)(C)C)=O)C=CC1)=O)C(NCC1=CC=C(C=C1)O)=O)=N/C(NCCNC(CC)=O)=O